(S)-2-(1-(1-(5-ethylpyrimidin-2-yl)piperidin-4-yl)ethoxy)-5-(2-fluoropyridin-4-yl)thiazolo[5,4-b]pyridin C(C)C=1C=NC(=NC1)N1CCC(CC1)[C@H](C)OC=1SC2=NC(=CC=C2N1)C1=CC(=NC=C1)F